2-(hydroxymethylene)-5-(4-bromophenyl)cyclohexane-1,3-dione OC=C1C(CC(CC1=O)C1=CC=C(C=C1)Br)=O